N\C(\C1=CSC(=C1)[C@@H](C)NC(=O)[C@H]1N(C[C@](C1)(COC)F)C(CNC(=O)C=1C=CC=2C(C3=CC=CC=C3C2C1)(F)F)=O)=N\C(OC)=O methyl ((E)-amino(5-((R)-1-((2S,4R)-1-((9,9-difluoro-9H-fluorene-3-carbonyl)glycyl)-4-fluoro-4-(methoxymethyl)pyrrolidine-2-carboxamido)ethyl)thiophen-3-yl)methylene)carbamate